4-(4-methylpiperidin-4-yl)butan-1-ol hydrochloride Cl.CC1(CCNCC1)CCCCO